C(C)OC(=O)C1(CC(=NO1)C1=NC(=C(C=C1Cl)F)N1C(N(C(=CC1=O)C(F)(F)F)C)=O)C 3-[3-chloro-5-fluoro-6-[3-methyl-2,6-dioxo-4-(trifluoromethyl)pyrimidin-1-yl]-2-pyridinyl]-5-methyl-4H-isoxazole-5-carboxylic acid ethyl ester